ClC1=C(C=C(C=C1)F)C1NC(C2=C1C(=CC1=C(N(N=C21)C)C2CC(CC2)(F)F)NC(C2=CC(=CC(=C2)C(F)(F)F)F)=O)=O N-(6-(2-chloro-5-fluorophenyl)-3-(3,3-difluorocyclopentyl)-2-methyl-8-oxo-2,6,7,8-tetrahydropyrrolo[3,4-g]indazol-5-yl)-3-fluoro-5-(trifluoromethyl)benzamide